1-[4-(4-hydroxyphenyl)thiazol-2-yl]-3-methyl-1H-pyrazol-5-ol OC1=CC=C(C=C1)C=1N=C(SC1)N1N=C(C=C1O)C